2-[4-(3-Amino-1H-pyrazolo[3,4-b]pyridin-5-yl)-2-fluoro-benzylamino]-5-cyano-N-[(S)-1-(4-fluoro-phenyl)-ethyl]-nicotinamide NC1=NNC2=NC=C(C=C21)C2=CC(=C(CNC1=C(C(=O)N[C@@H](C)C3=CC=C(C=C3)F)C=C(C=N1)C#N)C=C2)F